N-(6-bromo-2-methoxy-3-pyridinyl)-5-methyl-3-phenyl-isoxazole-4-carboxamide BrC1=CC=C(C(=N1)OC)NC(=O)C=1C(=NOC1C)C1=CC=CC=C1